BrC1=C(C(=C(C=C1)N1N=C(C=2CN(CCC21)C(=O)OC(C)(C)C)CC(=O)O)OC)F 2-(1-(4-bromo-3-fluoro-2-methoxyphenyl)-5-(tert-butoxycarbonyl)-4,5,6,7-tetrahydro-1H-pyrazolo[4,3-c]pyridin-3-yl)acetic acid